N1C=C(C2=CC=CC=C12)C=1C=C(SC1)C(CCCC(=O)O)=O 5-(4-(1H-indol-3-yl)thiophen-2-yl)-5-oxopentanoic acid